COC1=C(C=CC=C1)C(CP(C1=CC=CC=C1)C1=CC=CC=C1)=NO 2-(2-methoxyphenyl)-2-hydroxyiminoethyl-diphenylphosphine